(4-fluoro-benzyl)-(1-methylpiperidin-4-yl)-amine FC1=CC=C(CNC2CCN(CC2)C)C=C1